FC(CNC(=O)C1=CC(=CS1)C=1C=C2C(=NC1)NC(=C2)C2=CCCN(C2)C(=O)OC(C)(C)C)(F)F tert-Butyl 5-(5-(5-((2,2,2-trifluoroethyl)carbamoyl)thiophen-3-yl)-1H-pyrrolo[2,3-b]-pyridin-2-yl)-3,6-dihydropyridine-1(2H)-carboxylate